FC(C(=O)O)(F)F.COC1=C(C=CC=C1C1=CN=C(S1)C1CCOCC1)NC1=CC(=NC=2C=CNC(C12)=O)NC(=O)C1CC1 N-(4-((2-methoxy-3-(2-(tetrahydro-2H-pyran-4-yl)thiazol-5-yl)phenyl)amino)-5-oxo-5,6-dihydro-1,6-naphthyridin-2-yl)cyclopropanecarboxamide, trifluoroacetic acid salt